C(CCCCCCCCC)N1C(=CC(C(=C1)OCC1=CC=CC=C1)=O)CO 1-decyl-2-hydroxymethyl-5-(benzyloxy)-pyridin-4-one